1,2-bis(4-pyridyl)acetylene N1=CC=C(C=C1)C#CC1=CC=NC=C1